FCC(C(C(C(C(C(C(C(C(C(C(O)(F)F)(F)F)(F)F)(F)F)(F)F)(F)F)(F)F)(F)F)(F)F)(F)F)(F)F tricosafluoro-1-n-dodecanol